2-(trifluoromethyl)phenylacetic acid FC(C1=C(C=CC=C1)CC(=O)O)(F)F